Ethyl 2-(3-(3-(5-ethyl-1,2,4-oxadiazol-3-yl) benzoylamino) propionylamino)-4-methylthiazole-5-carboxylate C(C)C1=NC(=NO1)C=1C=C(C(=O)NCCC(=O)NC=2SC(=C(N2)C)C(=O)OCC)C=CC1